COCC1(CC=C(CC1)C=1C(=NN2C1CN(CC2)C(=O)OCC2=CC=CC=C2)CN(C)CCN(C)C(=O)OC(C)(C)C)COC Benzyl 3-(4,4-bis(methoxymethyl)cyclohex-1-en-1-yl)-2-(((2-((tert-butoxycarbonyl)(methyl)amino)ethyl)(methyl)amino)methyl)-6,7-dihydropyrazolo-[1,5-a]pyrazine-5(4H)-carboxylate